1-oxoisoindolin-2-ylpiperidine O=C1N(CC2=CC=CC=C12)N1CCCCC1